ClC=1C=C2C=CC(=NC2=CC1)O[C@H]1CN(CC1)C1=C(C(=O)N)C=CC=C1 (R)-2-(3-(6-chloroquinolin-2-yloxy)pyrrolidin-1-yl)benzamide